C1(CC1)S(=O)(=O)NC1=NC=CC(=C1F)CN1C(OC2=C(C=CC(=C2F)OC=2OC=CN2)C12CCC2)=O (cyclopropylsulfonyl)[3-fluoro-4-({8-fluoro-7-(1,3-oxazol-2-yloxy)-2-oxo-2H,3H-spiro[1,3-benzoxazine-4,1'-cyclobutan]-3-yl}methyl)-2-pyridyl]amine